(2-(decyloxy)benzyloxy)-N-(pyridin-3-yl)thiophene-2-carboxamide C(CCCCCCCCC)OC1=C(COC2=C(SC=C2)C(=O)NC=2C=NC=CC2)C=CC=C1